N-methyl-1-(1-methylpyrrol-2-yl)methanamine CNCC=1N(C=CC1)C